CS(=O)(=O)CCN1CCC(CC1)C1=CC=2NC=CC2S1 2-(1-(2-(methylsulfonyl)ethyl)piperidin-4-yl)-4H-thieno[3,2-b]Pyrrole